COC1=CC=C(CNC2=C(C=C(C=C2)S(=O)(=O)NC(C2=C(C=CC=C2)OC=2C=C3C(=NC2)NC=C3)=O)[N+](=O)[O-])C=C1 N-({4-[(4-methoxybenzyl)amino]-3-nitrophenyl}sulfonyl)-2-(1H-pyrrolo[2,3-b]pyridin-5-yloxy)benzamide